1-(4-methoxyphenyl)cyclopropanecarbonitrile COC1=CC=C(C=C1)C1(CC1)C#N